methyl 1-(3-amino-4-(4-methylpiperazin-1-yl)phenyl)-1H-1,2,3-triazole-4-carboxylate NC=1C=C(C=CC1N1CCN(CC1)C)N1N=NC(=C1)C(=O)OC